titanium aluminum tin [Sn].[Al].[Ti]